ClC=1OC=2C(C1)=C(C=CC2C)C#N 2-chloro-7-methylbenzofuran-4-carbonitrile